1-[3-(4-Chloro-2-methyl-2H-pyrazol-3-yl)-4-methoxy-phenyl]-3-(4-isopropyl-phenyl)-urea ClC1=C(N(N=C1)C)C=1C=C(C=CC1OC)NC(=O)NC1=CC=C(C=C1)C(C)C